[3-(4-methoxyphenyl)-1-bicyclo[1.1.1]pentanoyl]-N,N-dimethyl-methylamine COC1=CC=C(C=C1)C12CC(C1)(C2)C(=O)CN(C)C